C1=CC=CC=2C3=CC=CC=C3C(C12)COC(=O)N[C@H](C(=O)O)CCCC(=O)O (2S)-2-{[(9H-fluoren-9-ylmethoxy)carbonyl]amino}hexanedioic acid